tert-butyl piperidine-4-carboxylate hydrochloride Cl.N1CCC(CC1)C(=O)OC(C)(C)C